(3H-pyrrolo[3,2-c]pyridin-2-carboxamide) heptanate C(CCCCCC)(=O)O.N1=C(CC=2C=NC=CC21)C(=O)N